C(CCCCC)(=O)O.N(C)CC(=O)O sarcosine, caproic acid salt